NC1=NN(C(=C1)C1=CC(=C(C#N)C=C1)F)C1=CC=C(C=C1)OC 4-(3-amino-1-(4-methoxyphenyl)-1H-pyrazol-5-yl)-2-fluorobenzonitrile